2-((2-(4-(3-(dimethylamino)acryloyl)-2,6-difluorophenyl)-7-methylimidazo[1,2-a]pyridin-3-yl)-methyl)morpholine-4-carboxylic acid methyl ester COC(=O)N1CC(OCC1)CC1=C(N=C2N1C=CC(=C2)C)C2=C(C=C(C=C2F)C(C=CN(C)C)=O)F